C(CCCCC(=O)OCCCCCCC)(=O)OCCCOC(CCCN(C)C)=O {[4-(dimethylamino)butanoyl]oxy}propyl heptyl hexanedioate